7-(6-(5-azaspiro[2.5]octane-5-carbonyl)naphthalen-1-yl)-2-methyl-5,6,7,8-tetrahydro-[1,2,4]triazolo[4,3-a]pyrazin-3(2H)-one C1CC12CN(CCC2)C(=O)C=2C=C1C=CC=C(C1=CC2)N2CC=1N(CC2)C(N(N1)C)=O